8-((2R,5S)-5-ethyl-2-(hydroxymethyl)morpholino)-3-(5-methyl-1,3,4-oxadiazol-2-yl)-N-(1-methylcyclopropyl)imidazo[1,2-a]pyridine-6-sulfonamide C(C)[C@@H]1N(C[C@@H](OC1)CO)C=1C=2N(C=C(C1)S(=O)(=O)NC1(CC1)C)C(=CN2)C=2OC(=NN2)C